6-[[5-[(6-cyano-4-methyl-3-pyridinyl)oxy]-3-methyl-imidazo[4,5-b]pyridin-7-yl]amino]-N-ethyl-4-methyl-pyridine-3-carboxamide C(#N)C1=CC(=C(C=N1)OC1=CC(=C2C(=N1)N(C=N2)C)NC2=CC(=C(C=N2)C(=O)NCC)C)C